C(C)(C)(C)OC(=O)N(C=1N=NC(=CN1)C[C@]1(C(N(C[C@@H](C1)C(F)(F)F)C(=O)OC(C)(C)C)=O)C(=O)OC)C(=O)OC(C)(C)C 1-(tert-butyl) 3-methyl (3R,5R)-3-((3-(bis(tert-butoxycarbonyl)amino)-1,2,4-triazin-6-yl)methyl)-2-oxo-5-(trifluoromethyl)piperidine-1,3-dicarboxylate